tert-butyl N-[5-[[2-[(2S)-2-cyclopentyl-1-piperidyl]-2-oxo-acetyl]amino]-3-methyl-2-pyridyl]carbamate C1(CCCC1)[C@H]1N(CCCC1)C(C(=O)NC=1C=C(C(=NC1)NC(OC(C)(C)C)=O)C)=O